[N+](=O)([O-])C1=CC=C(C=C1)N1CCN(CC1)CCN1CCC(CC1)NC(OC(C)(C)C)=O tert-butyl (1-(2-(4-(4-nitrophenyl)piperazin-1-yl)ethyl)piperidin-4-yl)carbamate